aminogermane N[GeH3]